N-(3-(pyridin-2-yl)-4-(trifluoromethyl)phenyl)-6-azabicyclo[3.1.1]heptane-6-carboxamide N1=C(C=CC=C1)C=1C=C(C=CC1C(F)(F)F)NC(=O)N1C2CCCC1C2